O=C1NC(CCC1N1C(C2=CC=CC(=C2C1=O)C#CCOCCOCCOCCOCCOC1=CC2=C(N(C=N2)C2=CC=CC=C2)C=C1)=O)=O 4-[5-(2-{2-[2-(2-{3-[2-(2,6-dioxo-piperidin-3-yl)-1,3-dioxo-2,3-dihydro-1H-Isoindol-4-yl]-prop-2-ynyloxy}-ethoxy)-ethoxy]-ethoxy}-ethoxy)-benzimidazol-1-yl]-benzene